FC=1C=C(CC=2C=C3C(=NNC3=CC2)\C=C\C=2SC=CC2)C=C(C1)F (E)-5-(3,5-difluorobenzyl)-3-(2-(thiophen-2-yl)vinyl)-1H-indazole